Benzyl 2-(benzo[c][1,2,5]thiadiazole-4-sulfonamido)-4,5-dimethylthiophene-3-carboxylate N=1SN=C2C1C=CC=C2S(=O)(=O)NC=2SC(=C(C2C(=O)OCC2=CC=CC=C2)C)C